(E)-4-(2-fluorophenyl)-4-oxo-but-2-enoic acid ethyl ester C(C)OC(\C=C\C(=O)C1=C(C=CC=C1)F)=O